(R)-7-(((benzyloxy)carbonyl)amino)-2,2-dimethyl-4,11-dioxo-3,10-dioxa-5,12-diazapentadecan-15-oic acid C(C1=CC=CC=C1)OC(=O)N[C@@H](CNC(OC(C)(C)C)=O)CCOC(NCCC(=O)O)=O